ClC=1C(=C(COC2=C(C=C(C=C2)/C=C/C(=O)NC2(CCCC2)C(=O)O)OC)C=CC1)F (E)-1-(3-(4-((3-chloro-2-fluorobenzyl)oxy)-3-methoxyphenyl)acrylamido)cyclopentane-1-carboxylic acid